6-bromo-1-methyl-4-[4-(5-methyl-1,3-benzoxazol-2-yl)piperidin-1-yl]-2-oxo-7-[tetrahydrofuran-3-yloxy]-1,2-dihydroquinoline-3-carbonitrile BrC=1C=C2C(=C(C(N(C2=CC1OC1COCC1)C)=O)C#N)N1CCC(CC1)C=1OC2=C(N1)C=C(C=C2)C